ClC1=C(C=CC=C1)C=1N=C(SC1)NC(C1=C(C=C(C=C1)N1CCOCC1)C(F)(F)F)=O N-(4-(2-chlorophenyl)thiazol-2-yl)-4-morpholino-2-(trifluoromethyl)benzamide